N-(3-((2-amino-5-chloropyridin-3-yl)oxy)phenyl)-3-methoxybenzamide NC1=NC=C(C=C1OC=1C=C(C=CC1)NC(C1=CC(=CC=C1)OC)=O)Cl